(2S,4R)-1-[(2S)-2-amino-3,3-dimethylbutanoyl]-4-hydroxy-N-[1-[4-(4-methyl-1,3-thiazol-5-yl)phenyl]cyclopropyl]pyrrolidine-2-carboxamide N[C@H](C(=O)N1[C@@H](C[C@H](C1)O)C(=O)NC1(CC1)C1=CC=C(C=C1)C1=C(N=CS1)C)C(C)(C)C